C(C)OC(=O)C=1N=NN(C1)CC=1C(=NC(=CC1)N1CC2C(C2C1)(F)F)CO 1-[(6-{6,6-difluoro-3-azabicyclo[3.1.0]hex-3-yl}-2-(hydroxymethyl)pyridin-3-yl)methyl]-1H-1,2,3-triazole-4-carboxylic acid ethyl ester